C[Si](C)(C)N([Si](C)(C)C)C(N([Si](C)(C)C)[Si](C)(C)C)C=C[SiH3] bis{di(trimethylsilyl)amino}methylvinylsilane